C(C1=CC=CC=C1)(C1=CC=CC=C1)N1CCC(CC1)N1CC=2C=C(C=NC2CC1)F 6-(1-benzhydryl-piperidin-4-yl)-3-fluoro-5,6,7,8-tetrahydro-1,6-naphthyridine